OC1=NNC=N1 3-hydroxy-1,2,4-triazole